C[C@H]1[C@@H]([C@H]([C@H]([C@@H](O1)O[C@H]2[C@H]([C@H](O[C@@H]([C@@H]2O)O)CO)O)O)O)O[C@@H]3[C@H]([C@H]([C@@H]([C@H](O3)CO)O)O)O The molecule is a linear trisaccharide comprised of mannose, rhamnose and galactose residues linked alpha(1->4) and alpha(1->3), respectively, with alpha configuration at the anomeric centre of the galactose residue.